(S)-N-((+)-1-(3-amino-4-fluorophenyl)-3-cyclopropyl-1-(pyridin-3-yl)propyl)-2-methylpropan-2-sulfinamide NC=1C=C(C=CC1F)C(CCC1CC1)(C=1C=NC=CC1)N[S@@](=O)C(C)(C)C